FC1=CC(=C(C=C1F)[C@H]1C(O[C@]([C@H]1C)(C(F)(F)F)C)=O)OC([2H])([2H])[2H] (3S,4S,5R)-3-(4,5-difluoro-2-(methoxy-d3)phenyl)-4,5-dimethyl-5-(trifluoromethyl)dihydrofuran-2(3H)-one